C1(CC1)C1=CC(=NC=2N1N=C(C2)C)C(=O)O 7-cyclopropyl-2-methylpyrazolo[1,5-a]pyrimidine-5-carboxylic acid